C(CCCCCCCCCCCCCC)NCCCCCCCCCCCCCCC di(n-pentadecyl)amine